NC1=CC(=NC=C1)N(C1=CC(=C(S1)C(=O)OC)C1CCN(CC1)C)C(=O)OC(C)(C)C methyl 5-[(4-aminopyridin-2-yl)[(tert-butoxy)carbonyl]amino]-3-(1-methylpiperidin-4-yl)thiophene-2-carboxylate